methyl 2-(5-((4-benzylpiperidine-1-yl)methyl)-4H-1,2,4-triazol-3-yl)-1H-indol-5-carboxylate C(C1=CC=CC=C1)C1CCN(CC1)CC=1NC(=NN1)C=1NC2=CC=C(C=C2C1)C(=O)OC